[O].O.[O] oxygen water oxygen